Benzyl (S)-(7-bromochroman-3-yl)carbamate BrC1=CC=C2C[C@@H](COC2=C1)NC(OCC1=CC=CC=C1)=O